NC=1OC2=CC=C(C=C2C(C1C(=O)[O-])C(C(=O)OCC)C#N)Br 2-amino-6-bromo-4-(1-cyano-2-ethoxy-2-oxoethyl)-4H-chromene-3-carboxylate